C(C1=CC=CC=C1)NS(=O)(=O)C1=CC(=C(C=C1)F)C1=NC2=C(C=CN=C2C=C1)Cl N-benzyl-3-(8-chloro-1,5-naphthyridin-2-yl)-4-fluorobenzenesulfonamide